(7-hydroxy-3-iodo-2H-pyrazolo[4,3-d]pyrimidin-5-yl)carbamic acid methyl ester COC(NC=1N=C(C=2C(N1)=C(NN2)I)O)=O